ethyl 7-((1H-imidazol-1-yl)methyl)-5-bromobenzofuran-3-carboxylate N1(C=NC=C1)CC1=CC(=CC=2C(=COC21)C(=O)OCC)Br